BrC1=CC=C2C=NN=C(C2=C1)O 7-bromophthalazin-1-ol